(S or R)-4-fluoro-N-((3-(2-(5-fluorothiophen-2-yl)ethyl)-1-(2-(6-methylpyridin-3-yl)propan-2-yl)pyrrolidin-3-yl)methyl)benzenesulfonamide citrate C(CC(O)(C(=O)O)CC(=O)O)(=O)O.FC1=CC=C(C=C1)S(=O)(=O)NC[C@@]1(CN(CC1)C(C)(C)C=1C=NC(=CC1)C)CCC=1SC(=CC1)F |o1:25|